N-((R*)-1-(2-((S)-amino(4,4-difluorocyclohexyl)methyl)imidazo[1,2-b]pyridazin-7-yl)-2-methylpropyl)-4,4,4-trifluorobutanamide N[C@H](C=1N=C2N(N=CC(=C2)[C@@H](C(C)C)NC(CCC(F)(F)F)=O)C1)C1CCC(CC1)(F)F |o1:10|